zinc-zirconium [Zr].[Zn]